C(CCCCCCCCCCCCC)OP(=O)([O-])O.[Na+] mono-sodium tetradecylphosphate